methyl 4-amino-1-(2,6-dichloro-4-methoxy-phenyl)-6-oxo-pyrimidine-5-carboxylate NC=1N=CN(C(C1C(=O)OC)=O)C1=C(C=C(C=C1Cl)OC)Cl